1-[2-(5-{2-[(2,3-dihydro-1H-inden-2-yl)amino]pyrimidin-5-yl}-1,3,4-oxadiazol-2-yl)acetyl]-1,2,3,6-tetrahydropyridine-4-carbohydrazide hydrochloride Cl.C1C(CC2=CC=CC=C12)NC1=NC=C(C=N1)C1=NN=C(O1)CC(=O)N1CCC(=CC1)C(=O)NN